C(CCC)(=O)OCCCCCCCCCCCCCCCCCCCCCC docosyl n-butanoate